The molecule is an organoammonium salt consisting of equimolar amounts of ketotifen(1+) and fumarate(1-) ions. A blocker of histamine H1 receptors with a stabilising action on mast cells, it is a non-bronchodilator anti-asthmatic drug. It has a role as an anti-asthmatic drug and a H1-receptor antagonist. It contains a fumarate(1-) and a ketotifen(1+). C[NH+]1CCC(=C2C3=C(C(=O)CC4=CC=CC=C42)SC=C3)CC1.C(=C/C(=O)[O-])\\C(=O)O